10Z-hexadecenal CCCCC/C=C\CCCCCCCCC=O